C(=O)SC1CCCCC1 S-cyclohexyl thioformate